imino(methyl)[(1s,4s)-4-[(7-methoxyquinolin-4-yl)oxy]cyclohexyl]-λ6-sulfanone N=S(=O)(C1CCC(CC1)OC1=CC=NC2=CC(=CC=C12)OC)C